FC1=CC=C(C=C1)C=1C=C2C(=NC1)NC(N2CC=2C=NN(C2)C)=O 6-(4-Fluorophenyl)-1-[(1-methylpyrazol-4-yl)methyl]-3H-imidazo[4,5-b]pyridin-2-one